rac-(3aR,5R,7S,7aR)-1-isopropyl-5-(2-methoxyphenyl)-3,3,5,7-tetra-methyloctahydrobenzo[c]isoxazole C(C)(C)N1OC([C@H]2[C@H]1[C@H](C[C@@](C2)(C)C2=C(C=CC=C2)OC)C)(C)C |r|